3,5-dimethoxy-4-(isopropyl)benzoic acid COC=1C=C(C(=O)O)C=C(C1C(C)C)OC